1-(Pyrimidin-5-yl)cyclopropan-1-amine trifluoroacetate salt FC(C(=O)O)(F)F.N1=CN=CC(=C1)C1(CC1)N